NC1=CC=C2C(=N1)CCC2NC(=O)[C@H]2N(CC(C2)(F)F)C(=O)[C@@H]2NC[C@H](C2)CC2=CC=C(C=C2)F (2S)-N-(2-amino-6,7-dihydro-5H-cyclopenta[b]pyridin-5-yl)-4,4-difluoro-1-((2R,4S)-4-(4-fluorobenzyl)pyrrolidine-2-carbonyl)pyrrolidine-2-carboxamide